N=1C=CN2C1C=C(C=C2)C2=C(C=CC(=N2)C#N)C2=CN=C(O2)CC2(CC2)C(F)(F)F 6-(Imidazo[1,2-a]pyridin-7-yl)-5-(2-((1-(trifluoromethyl)cyclopropyl)methyl)oxazol-5-yl)picolinonitril